C(C)[N+](C)(C)CCCCCCCCCCCCCC N-ethyl-N,N-dimethyltetradecylammonium